bis(trifluoromethylsulfinyl-oxy)zinc FC(S(=O)O[Zn]OS(=O)C(F)(F)F)(F)F